2-methyl-5-[[2-(trifluoromethyl)-3-pyridinyl]methoxy]furo[2,3-c]pyridine-3-carboxylic acid CC1=C(C=2C(=CN=C(C2)OCC=2C(=NC=CC2)C(F)(F)F)O1)C(=O)O